CC(C(=O)O)(OC)C 2,2-dimethyl-2-methoxyacetic acid